C1=CC=CC=2C3=CC=CC=C3C(C12)COC(=O)N[C@H](C(=O)O)CC1=C(C=CC=C1)C (2S)-2-[9H-fluoren-9-ylmethoxycarbonylamino]-3-(2-methylphenyl)propionic acid